3-(6-methoxy-2-pyridyl)pentanedioic acid COC1=CC=CC(=N1)C(CC(=O)O)CC(=O)O